L-prolyl-N-[(R*)-[(3-{[4-(4-fluoro-2-methoxyphenyl)-1,3,5-triazin-2-yl]amino}phenyl)methyl](methyl)oxo-lambda6-sulfanylidene]-L-valinamide N1[C@@H](CCC1)C(=O)N[C@@H](C(C)C)C(=O)N=[S@@](=O)(C)CC1=CC(=CC=C1)NC1=NC=NC(=N1)C1=C(C=C(C=C1)F)OC |o1:15|